(3S)-3-({1-cyclopentyl-5-[2-(trifluoromethyl)pyridin-3-yl]-1H-1,2,4-triazol-3-yl}formamido)-5-(3,3-difluoropiperidin-1-yl)pentanoic acid C1(CCCC1)N1N=C(N=C1C=1C(=NC=CC1)C(F)(F)F)C(=O)N[C@H](CC(=O)O)CCN1CC(CCC1)(F)F